COC=1C(=NC2=CC=CC=C2C1N)C methoxy-2-methylquinolin-4-amine